C(CC(C)C)O Isopentylalcohol